methyl (S,E)-2-((((9H-fluoren-9-yl)methoxy)carbonyl)amino)-3-(4-(2-(4-methoxybenzyl)guanidino)phenyl)propanoate C1=CC=CC=2C3=CC=CC=C3C(C12)COC(=O)N[C@H](C(=O)OC)CC1=CC=C(C=C1)N\C(=N\CC1=CC=C(C=C1)OC)\N